N-(4-(4-(1-(3,3-difluorocyclobutyl)-6-oxo-1,6-dihydropyridazin-3-yl)-1H-pyrazol-1-yl)-3-(6-azaspiro[2.5]oct-6-yl)phenyl)-2-hydroxyethane-1-sulfonamide FC1(CC(C1)N1N=C(C=CC1=O)C=1C=NN(C1)C1=C(C=C(C=C1)NS(=O)(=O)CCO)N1CCC2(CC2)CC1)F